ClC1=CC=C(C(=O)C2=C(C(=O)O)C=C(C=C2F)C(=O)C2(CCOCC2)F)C=C1 2-(4-chlorobenzoyl)-3-fluoro-5-(4-fluorotetrahydro-2H-pyran-4-carbonyl)benzoic acid